N-(2-(1,3,3-trimethylbutyl)-phenyl)-1,3-dimethyl-5-fluoro-1H-pyrazole-4-carboxamide CC(CC(C)(C)C)C1=C(C=CC=C1)NC(=O)C=1C(=NN(C1F)C)C